C(#N)C=1C=C(C(=O)NC2=CC=C(C=C2)C(C(F)(F)F)(C(F)(F)F)O)C=CC1 3-cyano-N-(4-(1,1,1,3,3,3-hexafluoro-2-hydroxypropan-2-yl)phenyl)benzamide